C(C)(C)(C)OC(=O)N[C@@H](C(=O)OC)CC12CC(C1)(C2)I methyl (2R)-2-(tert-butoxycarbonylamino)-3-(3-iodo-1-bicyclo[1.1.1]pentanyl)propanoate